11-(2-chlorophenyl)-7H-benzocarbazole ClC1=C(C=CC=C1)N1C=2C3=C(C=CC2C=2CCC=CC12)C=CC=C3